(9R,13S)-13-amino-3,9-dimethyl-3,4,7,15-tetraazatricyclo[12.3.1.02,6]octadeca-1(18),2(6),4,14,16-pentaen-8-one bistrifluoroacetate FC(C(=O)O)(F)F.FC(C(=O)O)(F)F.N[C@H]1CCC[C@H](C(NC=2C=NN(C2C=2C=CN=C1C2)C)=O)C